ClC=1C(=C2CCCCN2C1C(C(=O)N[C@H](C)C1=NC(=NO1)C)=O)C(=O)NC1=CC(=C(C=C1)F)C (R)-2-chloro-N-(4-fluoro-3-methylphenyl)-3-(2-((1-(3-methyl-1,2,4-oxadiazol-5-yl)ethyl)amino)-2-oxoacetyl)-5,6,7,8-tetrahydroindolizine-1-carboxamide